1-butylimidazole acetate C(C)(=O)O.C(CCC)N1C=NC=C1